ClC=1C=NC(=NC1)CN1C(=NC2=C1C=C(C=C2)F)N2C[C@H]([C@@H](CC2)OC)N (3r,4r)-1-(1-((5-chloropyrimidin-2-yl)methyl)-6-fluoro-1H-benzo[d]imidazol-2-yl)-4-methoxypiperidin-3-amine